(S)-N-(1-(3-(methylsulfonyl)phenyl)-1,4,5,7-tetrahydropyrano[3,4-c]pyrazol-4-yl)-5,6,7,8-tetrahydroimidazo[1,5-a]pyridine-1-carboxamide CS(=O)(=O)C=1C=C(C=CC1)N1N=CC2=C1COC[C@H]2NC(=O)C=2N=CN1C2CCCC1